C(C)(C)(C)OC(=O)NC=1SC2=C(N1)C(=CC=C2)B(O)O (2-((tert-butoxycarbonyl)amino)benzo[d]thiazol-4-yl)boronic acid